[1,2,3]Oxathiazole-5(3H)-carboxylate 2,2-dioxide O1S(NC=C1C(=O)[O-])(=O)=O